C(#N)C=1C=CC=C2C=C(N(C12)C(=O)OC(C)(C)C)C tert-butyl 7-cyano-2-methylindole-1-carboxylate